C(#N)C1=NC2=CC(=CC(=C2N=C1N1C2CC(C(C1)C2)C)[C@@H](C)NC2=C(C(=O)O)C=CC=C2)C 2-(((1R)-1-(2-cyano-7-methyl-3-(5-methyl-2-azabicyclo[2.2.1]heptan-2-yl)quinoxalin-5-yl)ethyl)amino)benzoic acid